FC1([C@H]2C[C@@H]([C@H]([C@@](C1)(N2)C)OC)C(=C)C2=CC=C(N=N2)C2=C(C=C(C=C2)N2C=NC=C2)O)F 2-(6-(1-((1R,2R,3R,5R)-6,6-difluoro-2-methoxy-1-methyl-8-azabicyclo[3.2.1]octan-3-yl)vinyl)pyridazin-3-yl)-5-(1H-imidazol-1-yl)phenol